COC=1N=C2C(=C(C=NC2=CC1)NC(OC(C)(C)C)=O)C(C)OC Tert-butyl N-[6-methoxy-4-(1-methoxyethyl)-1,5-naphthyridin-3-yl]carbamate